(R)-{3,5-bis(trifluoromethyl)phenyl}[2-{1-(pyrimidin-2-yl)-1H-1,2,4-triazol-5-yl}pyrrolidine-1-yl]methanone FC(C=1C=C(C=C(C1)C(F)(F)F)C(=O)N1[C@H](CCC1)C1=NC=NN1C1=NC=CC=N1)(F)F